(S)-4-(4-ethyl-5-fluoropyridin-3-yl)-2-(fluoromethyl)-5-oxo-1,4,5,7-tetrahydrofurano[3,4-b]pyridine-3-carboxylic acid methyl ester COC(=O)C=1[C@H](C2=C(NC1CF)COC2=O)C=2C=NC=C(C2CC)F